ClC1=CC=C(S1)C([O-])=S 5-chlorothiophene-2-thiocarboxylate